FC1=CC=CC=2COCCNCC=3C(=CC=C(C4=NNC5=CN=C(C12)C=C45)C3)N3CCOCC3 17-fluoro-5-(morpholin-4-yl)-11-oxa-8,20,23,24-tetraazapentacyclo[17.5.2.12,6.013,18.022,25]heptacosa-1(24),2,4,6(27),13(18),14,16,19,21,25-decaene